4-(3-(5-methyl-4,5,6,7-tetrahydropyrazolo[1,5-a]pyrazin-2-yl)phenyl)thiazol-2-amine CN1CC=2N(CC1)N=C(C2)C=2C=C(C=CC2)C=2N=C(SC2)N